dipentaerythritol monocaprate C(=O)(CCCCCCCCC)OCC(CO)(COCC(CO)(CO)CO)CO